C(C)C=1C(=NC2=CC(=CC=C2C1)C(C)O)OC 1-(3-Ethyl-2-methoxyquinolin-7-yl)ethan-1-ol